C(C)(C)(C)C1=CC=C(C=C1)C1=NC(=NN1C)CN1CC2C(C1)CCC2 2-((5-(4-(tert-butyl)phenyl)-1-methyl-1H-1,2,4-triazol-3-yl)methyl)octahydrocyclopenta[c]pyrrole